CC(=O)N[Si](C)(C)C N-trimethylsilylacetamide